choline dihydroxyacetate OC(C(=O)OCC[N+](C)(C)C)O